C(#N)C1=CC=NC(=C1C=1C=C2CC(N(C2=CC1)C)=O)C1=CC(=C(C=C1)C#N)F 4-cyano-6-(4-cyano-3-fluorophenyl)-5-(1-methyl-2-oxoindol-5-yl)pyridine